2-Amino-N-(1-(8-chloro-5-(3-cyanopyrrolidin-1-yl)imidazo[1,5-a]pyridin-6-yl)ethyl)pyrazolo[1,5-a]pyrimidine-3-carboxamide NC1=NN2C(N=CC=C2)=C1C(=O)NC(C)C=1C=C(C=2N(C1N1CC(CC1)C#N)C=NC2)Cl